ClC=1C=C(C(=NC1)N1C([C@@H](N(C(C1)=O)CC1=CC=C(C=C1)C(F)(F)F)C1CC(C1)O)=O)F (S)-1-(5-chloro-3-fluoro-pyridin-2-yl)-3-((1s,3R)-3-hydroxycyclobutyl)-4-(4-(trifluoromethyl)-benzyl)piperazine-2,5-dione